2-{[4-(3-chloro-1H-indazol-5-yl)-1-oxo-2,3-dihydro-1H-isoindol-2-yl]methyl}prop-2-enenitrile ClC1=NNC2=CC=C(C=C12)C1=C2CN(C(C2=CC=C1)=O)CC(C#N)=C